[O-]P([O-])(=O)OP(=O)([O-])OP(=O)([O-])O.[Ca+2].[Co+2] cobalt-calcium triphosphate